thiosuccinate C(CCC(=O)[O-])(=S)[O-]